2,2-dimethyl-1,3-bis[bis(2-methoxyphenyl)phosphino]propane CC(CP(C1=C(C=CC=C1)OC)C1=C(C=CC=C1)OC)(CP(C1=C(C=CC=C1)OC)C1=C(C=CC=C1)OC)C